2-(3-chloro-4-fluorophenyl)-2-[(4-{[(5-methyl-1,2-oxazol-3-yl)amino]methyl}-1H-1,3-benzodiazol-2-yl)amino]propan-1-ol ClC=1C=C(C=CC1F)C(CO)(C)NC1=NC2=C(N1)C=CC=C2CNC2=NOC(=C2)C